2,2-Difluoro-7-((1R,2R,3R)-3-hydroxy-2-((1E,3S,4S)-3-hydroxy-4-methylnon-1-en-6-yn-1-yl)-5-oxocyclopentyl)heptanoic acid FC(C(=O)O)(CCCCC[C@@H]1[C@H]([C@@H](CC1=O)O)\C=C\[C@H]([C@H](CC#CCC)C)O)F